[Cl-].C(C1=CC=CC=C1)OC(=O)NCC1(C2CC[NH2+]CC12)C1=NC=CC=C1F 7-((((benzyloxy)carbonyl)amino)methyl)-7-(3-fluoropyridin-2-yl)-3-azabicyclo[4.1.0]heptan-3-ium chloride